3-(3-trimethylsilyl-1-hexahydropyrimidinyl)propyl-trimethoxysilane methyl-4-(7-(3,4-dimethoxyphenyl)pyrazolo[1,5-a]pyrimidine-2-carboxamido)-2-fluorobenzoate COC(C1=C(C=C(C=C1)NC(=O)C1=NN2C(N=CC=C2C2=CC(=C(C=C2)OC)OC)=C1)F)=O.C[Si](N1CN(CCC1)CCC[Si](OC)(OC)OC)(C)C